FC1=NC=C(C(=C1C(C)C)NC(=O)N=[S@@](=O)(N)C1=CN=C(S1)C(C)(C)O)C(C)C |o1:14| (S) or (R)-N'-((2-fluoro-3,5-diisopropylpyridin-4-yl)carbamoyl)-2-(2-hydroxypropan-2-yl)thiazole-5-sulfonimidamide